IC1=C(C=CC=C1)NC(=O)C=1N=C(N(C(C1OC)=O)C)N(C(C1=NC=CC=C1)C1=CC=CC=C1)C N-(2-iodophenyl)-5-methoxy-1-methyl-2-{methyl[phenyl(pyridin-2-yl)methyl]amino}-6-oxopyrimidine-4-carboxamide